ClC1=CC=C(C(=N1)S(=O)(=O)N)O[C@H](C)C=1C=C(C=C2C(C(=C(OC12)C1=NC=CN=C1)C)=O)C 6-Chloro-3-[(1R)-1-(3,6-dimethyl-4-oxo-2-pyrazin-2-yl-chromen-8-yl)ethoxy]pyridine-2-sulfonamide